O[C@@H]1C[C@H](CC[C@H]1C)NC1=NC(=NC=C1C(=O)N)NC1CCC(CC1)OC 4-((1S,3R,4R)-3-hydroxy-4-methylcyclohexylamino)-2-((1r,4S)-4-methoxycyclohexylamino)-pyrimidine-5-carboxamide